Cl.O1N=C(C2=C1C=CC=C2)C2=C(C=CC=C2)[C@H](CC2=NC(=CC=C2C)Br)N (S)-1-[2-(Benzo[d]isoxazol-3-yl)phenyl]-2-(6-bromo-3-methylpyridin-2-yl)ethan-1-amine hydrochloride